8-methyl-1,8-diazaspiro[3.5]nonan-9-one CN1CCCC2(CCN2)C1=O